FC1=CC=C2C(=NNC(C2=C1)=O)CC=1C=NC=C(C1)N1C(C(C2=CC=C(C=C12)F)(C)O)=O 7-Fluoro-4-((5-(6-fluoro-3-hydroxy-3-methyl-2-oxoindolin-1-yl)pyridin-3-yl)methyl)phthalazin-1(2H)-on